C(C=C)C=1C(=C(C=C(C1)C)N1N=C2C(=N1)C=CC=C2)O 2-(3'-allyl-2'-hydroxy-5'-methylphenyl)-2H-benzotriazole